3-Amino-2,2-dimethylpropanol NCC(CO)(C)C